1,1'-(3,5,3',5'-tetraethyl[1,1'-biphenyl]-4,4'-diyl)bis{4-amino-3-[(E)-diazenyl]naphthalene-2-sulfonic acid} C(C)C=1C=C(C=C(C1C1=C(C(=C(C2=CC=CC=C12)N)\N=N\[H])S(=O)(=O)O)CC)C1=CC(=C(C(=C1)CC)C1=C(C(=C(C2=CC=CC=C12)N)\N=N\[H])S(=O)(=O)O)CC